tert-Butyl (1R,2S,5S)-2-((R)-2,2,2-trifluoro-1-hydroxyethyl)-3,8-diazabicyclo[3.2.1]octane-8-carboxylate FC([C@H](O)[C@@H]1[C@H]2CC[C@@H](CN1)N2C(=O)OC(C)(C)C)(F)F